S(=S)(=O)(O)O.C(C)O[Si](C=1C(C(C=CC1)(C)CCC)C)(OCC)OCC 3-triethoxysilyl-1-propylxylene thiosulfate